(4S)-3-[(2S)-2-[(1S)-1-ethoxycarbonyl-3-phenylpropyl]aminopropionyl]-1-methyl-2-oxoimidazoline-4-carboxylic acid hydrochloride Cl.C(C)OC(=O)[C@H](CCC1=CC=CC=C1)N[C@H](C(=O)N1C(N(C[C@H]1C(=O)O)C)=O)C